2-(4-(trifluoromethyl)phenyl)pyrimidine-5-carboxylic acid ethyl ester C(C)OC(=O)C=1C=NC(=NC1)C1=CC=C(C=C1)C(F)(F)F